aminophosphovalerate NC(C(=O)[O-])(CCC)P(=O)=O